5-amino-4-(3-benzyloxy-2,6-dimethyl-phenyl)-3-bromo-1-methyl-pyrazolo[3,4-b]pyridine-6-carboxamide NC=1C(=C2C(=NC1C(=O)N)N(N=C2Br)C)C2=C(C(=CC=C2C)OCC2=CC=CC=C2)C